N,N-dimethyl-3-(4-nitro-2H-1,2,3-triazol-2-yl)propan-1-amine CN(CCCN1N=CC(=N1)[N+](=O)[O-])C